N-[4-chloro-2-(3-pyridyl)thiazol-5-yl]-N-methyl-3-methylthiopropanamide ClC=1N=C(SC1N(C(CCC)=S)C)C=1C=NC=CC1